FC=1C=C(C=CC1N1CCN(CC1)C)C1=NNC2=C1N=C(N=C2)N2[C@@H](CNC[C@@H]2C)C (3R,5S)-4-(3-(3-Fluoro-4-(4-methylpiperazin-1-yl)phenyl)-1H-pyrazolo[4,3-d]pyrimidin-5-yl)-3,5-dimethylpiperazin